C(C)(=O)N ACETAMIDATE